[C@H]12CN(C[C@H](CC1)N2)C2=NC(=NC1=C(C(=C(C=C21)Cl)C2=CC=CC1=CC=CC=C21)F)NCCCN(C)C (S or R)-4-(4-((1R,5S)-3,8-diazabicyclo[3.2.1]octan-3-yl)-6-chloro-2-((3-(dimethyl-amino)propyl)amino)-8-fluoro-quinazolin-7-yl)naphthalen